2-(5-(2-(((R)-((R)-8-cyano-1,2,3,4-tetrahydroquinoxalin-2-yl)(phenyl)methyl)amino)ethyl)furan-2-yl)acetic acid C(#N)C=1C=CC=C2NC[C@@H](NC12)[C@@H](C1=CC=CC=C1)NCCC1=CC=C(O1)CC(=O)O